O1C(=CC=C1)C=1C=C2C=C(NC2=CC1)C1=C(C(OC1(CCCCC)O)=C=O)C(=O)NOC 4-(5-(furan-2-yl)-1H-indol-2-yl)-5-hydroxy-N-methoxy-2-carbonyl-5-pentyl-2,5-dihydrofuran-3-carboxamide